(1S,2S)-2-(3-chlorophenyl)-N-(6-(((6-cyclopropyl-8-(4-fluoro-1-methylpiperidin-4-yl)imidazo[1,2-a]pyridin-2-yl)methyl)amino)pyrimidin-4-yl)cyclopropane-1-carboxamide ClC=1C=C(C=CC1)[C@@H]1[C@H](C1)C(=O)NC1=NC=NC(=C1)NCC=1N=C2N(C=C(C=C2C2(CCN(CC2)C)F)C2CC2)C1